C([C@@H](O)C)(=O)O.C1(CC1)C#N cyclopropane-1-carbonitrile-L-(+)-lactic acid salt